N-(2,6-difluoro-4-(2-(((3S,5R)-5-(fluoromethyl)piperidin-3-yl)amino)-8-isopropylpyrido[3,2-d]pyrimidin-6-yl)phenyl)-3,3,3-trifluoropropane-1-sulfonamide FC1=C(C(=CC(=C1)C=1C=C(C=2N=C(N=CC2N1)N[C@@H]1CNC[C@@H](C1)CF)C(C)C)F)NS(=O)(=O)CCC(F)(F)F